[Si](C1=CC=CC=C1)(C1=CC=CC=C1)(C(C)(C)C)OCCCCCCOC=1C=2N(C=C(N1)I)C=CN2 8-((6-((tert-butyldiphenylsilyl)oxy)hexyl)oxy)-6-iodoimidazo[1,2-a]pyrazine